3-(3-Cyclopropyl-2-oxo-4-piperazin-1-yl-benzimidazol-1-yl)piperidine-2,6-dione C1(CC1)N1C(N(C2=C1C(=CC=C2)N2CCNCC2)C2C(NC(CC2)=O)=O)=O